BrC=1C(=CC(=NC1)C1=CC=CC=2N3C(SC21)=CN=C3)Cl 5-(5-bromo-4-chloropyridin-2-yl)benzo[d]imidazo[5,1-b]thiazole